(1-(4-(1H-pyrazol-4-yl)phenyl)piperidin-4-yl)(2-azaspiro[3.3]heptane-2-yl)methanone N1N=CC(=C1)C1=CC=C(C=C1)N1CCC(CC1)C(=O)N1CC2(C1)CCC2